COC=1C=C(C=C(C1)OC)C1=CC=CC(=N1)C=O 6-(3,5-dimethoxyphenyl)pyridinecarboxaldehyde